C1(CC1)N1N=CC(=C1)[C@H]1CN(C[C@H](O1)C)C1=NC2=NC(=C(N=C2C(=N1)C1CC(C1)OC(F)(F)F)C)C (2S,6R)-2-(1-cyclopropylpyrazol-4-yl)-4-[6,7-dimethyl-4-[3-(trifluoromethoxy)cyclobutyl]pteridin-2-yl]-6-methyl-morpholine